2-{[1-oxo-4-(2-oxo-1,2-dihydroquinoxalin-6-yl)-2,3-dihydro-1H-isoindol-2-yl]methyl}prop-2-enenitrile O=C1N(CC2=C(C=CC=C12)C=1C=C2N=CC(NC2=CC1)=O)CC(C#N)=C